(Diisopropyl-amino)dichlorophosphine C(C)(C)N(C(C)C)P(Cl)Cl